CC(C)(C)C1CCC(CC1)C(=O)O The molecule is a monocarboxylic acid that is cyclohexanecarboxylic acid substituted by a tert-butyl group at position 4 (the trans-stereoisomer). It has a role as a metabolite. It derives from a hydride of a cyclohexane.